C(C)OB(OCC)OCC triethoxyboron